benzyl 2-allyl-3-oxo-7-azabicyclo[2.2.1]heptane-7-carboxylate compound with benzyl 2,2-diallyl-3-oxo-7-azabicyclo[2.2.1]heptane-7-carboxylate C(C=C)C1(C2CCC(C1=O)N2C(=O)OCC2=CC=CC=C2)CC=C.C(C=C)C2C1CCC(C2=O)N1C(=O)OCC1=CC=CC=C1